C(=O)(OC(C)(C)C)N([C@H](CC1=CC=C(C=C1)O)C(=O)O)I Boc-Iodo-D-Tyrosin